C1=NC=C(C2=CC=CC=C12)N1C(N(C[C@H]1C#N)C1=CC(N(C=C1)C)=O)=O (S)-3-(isoquinolin-4-yl)-1-(1-methyl-2-oxo-1,2-dihydropyridin-4-yl)-2-oxoimidazolidine-4-carbonitrile